NCC1=NNC(C=2C(=CC(=CC12)C=1C=NN(C1C1=C(C(=CC(=C1C#N)N1CCCC1)Cl)F)C)C#N)=O 1-(aminomethyl)-7-(5-(3-chloro-6-cyano-2-fluoro-5-(pyrrolidin-1-yl)phenyl)-1-methyl-1H-pyrazol-4-yl)-4-oxo-3,4-dihydrophthalazine-5-carbonitrile